5-((4-chloro-2-formyl-5-((3'-(3-(4-formyl-1H-1,2,3-triazol-1-yl)propoxy)-2,2'-dimethyl-[1,1'-biphenyl]-3-yl)methoxy)phenoxy)methyl)nicotinonitrile ClC1=CC(=C(OCC=2C=NC=C(C#N)C2)C=C1OCC=1C(=C(C=CC1)C1=C(C(=CC=C1)OCCCN1N=NC(=C1)C=O)C)C)C=O